C(C1=CC=CC=C1)N1C2=NC=NC(=C2N=C1C1=C(C=C(C=C1)CN1CCNCC1)Cl)OC1(CC1)C 9-benzyl-8-(2-chloro-4-(piperazin-1-ylmethyl)phenyl)-6-(1-methyl-cyclopropoxy)-9H-purine